6-((6-(methacryloyloxy)hexyl)oxy)-2-naphthoic acid C(C(=C)C)(=O)OCCCCCCOC=1C=C2C=CC(=CC2=CC1)C(=O)O